O1N=C(C=C1)OC/C=C/CCNC(OC(C)(C)C)=O Tert-Butyl N-[(E)-5-isoxazol-3-yloxypent-3-enyl]carbamate